FC(C(CC(=O)O)=O)(C)C.FC=1C=C(C=C(C1)F)C=1NC=CN1 (3,5-difluorophenyl)imidazole 4-fluoro-4-methyl-3-oxopentanoate